C(CCC)C1=C(C(=C(C=C1)C1=CC=CC=C1)O)O butyl-biphenyl-diol